FC=1C(=C2C(=NC1)N(N=C2)COCC[Si](C)(C)C)[Sn](CCCC)(CCCC)CCCC 5-fluoro-4-(tributylstannyl)-1-((2-(trimethylsilyl)ethoxy)methyl)-1H-pyrazolo[3,4-b]Pyridine